N-(2-{2-[4-amino-2-(2-methoxyethyl)-1H-imidazo[4,5-c]quinolin-1-yl]ethoxy}ethyl)octadecanamide NC1=NC=2C=CC=CC2C2=C1N=C(N2CCOCCNC(CCCCCCCCCCCCCCCCC)=O)CCOC